(S)-methyl 6-(1,4-dimethyl-1H-1,2,3-triazol-5-yl)-3-isopropyl-4-(phenyl (tetrahydro-2H-pyran-4-yl) methyl)-4H-thieno[2',3':4,5]pyrrolo[3,2-b]pyridine-2-carboxylate CN1N=NC(=C1C=1C=C2C(=NC1)C1=C(N2[C@@H](C2CCOCC2)C2=CC=CC=C2)C(=C(S1)C(=O)OC)C(C)C)C